1-(2-bromophenyl)-2-nitroethanone BrC1=C(C=CC=C1)C(C[N+](=O)[O-])=O